6-(2-((3,3-difluorocyclobutyl)amino)-7H-pyrrolo[2,3-d]pyrimidin-5-yl)-N-(2,2-difluoroethyl)imidazo[1,2-a]pyridine-3-carboxamide FC1(CC(C1)NC=1N=CC2=C(N1)NC=C2C=2C=CC=1N(C2)C(=CN1)C(=O)NCC(F)F)F